4'-ethyl-N-(2-oxo-2-[(1-phenylethyl)amino]ethyl)biphenyl-4-carboxamide C(C)C1=CC=C(C=C1)C1=CC=C(C=C1)C(=O)NCC(NC(C)C1=CC=CC=C1)=O